CC1=C(C(NC(=C1)C)=O)CNC(=O)C=1C=2C=CN(C2C=C(C1)C=1C2=C(C(N(C1)C)=O)NC=C2)C(CC)CC N-((4,6-dimethyl-2-oxo-1,2-dihydropyridin-3-yl)methyl)-6-(6-methyl-7-oxo-6,7-dihydro-1H-pyrrolo[2,3-C]pyridin-4-yl)-1-(pentan-3-yl)-1H-indole-4-carboxamide